O[C@H]1C[C@@H](CC[C@@]1(C(F)(F)F)O)NC(=O)C1CCN(C2(CC2)C1)C(=O)C1=NNC(=C1)C1=CC(=NC=C1F)OC N-((1R,3S,4R)-3,4-dihydroxy-4-(trifluoromethyl)cyclohexyl)-4-(5-(5-fluoro-2-methoxypyridin-4-yl)-1H-pyrazole-3-carbonyl)-4-azaspiro[2.5]octane-7-carboxamide